((2-chloro-4-(trifluoromethyl)phenoxy)methyl)-2-methyl-3,4-dihydroisoquinolin-1(2H)-one ClC1=C(OCC2N(C(C3=CC=CC=C3C2)=O)C)C=CC(=C1)C(F)(F)F